(hydroxymethyl)azetidine-1,3-dicarboxylic acid 1-(tert-butyl) 3-ethyl ester C(C)OC(=O)C1C(N(C1)C(=O)OC(C)(C)C)CO